3-(2,4-Bis(trifluoromethyl)phenyl)-7-fluoro-1-(3-(pyridin-2-yl)prop-2-ynyl)-4,5-dihydro-1H-benzo[b]azepine-2(3H)-one FC(C1=C(C=CC(=C1)C(F)(F)F)C1CCC2=C(N(C1=O)CC#CC1=NC=CC=C1)C=CC(=C2)F)(F)F